C(C)(C)C1=C(NC2=CC=C(C=C12)C1CC(C1)NCCS(=O)(=O)C)C=1C=C(C=2N(C1)N=CN2)OC 3-(3-Isopropyl-2-(8-methoxy-[1,2,4]triazolo[1,5-a]pyridin-6-yl)-1H-indol-5-yl)-N-(2-(methylsulfonyl)ethyl)cyclobutan-1-amin